ClC=1C(=C(C=CC1)NC=1C(=NN2C1C(NC[C@H]2CC(C)(C)O)=O)C2=CC=NC=C2)OC (7R)-3-[(3-chloro-2-methoxyphenyl)amino]-7-(2-hydroxy-2-methylpropyl)-2-(pyridin-4-yl)-5H,6H,7H-pyrazolo[1,5-a]pyrazin-4-one